(3-chloro-6-methoxy-pyridazin-4-yl)methanol ClC=1N=NC(=CC1CO)OC